CNC1C(CCCC1)NC N,N2-dimethylcyclohexane-1,2-diamine